FC([13C]1=[13CH][13CH]=[13C](N)[13CH]=[13CH]1)(F)F p-trifluoromethylaniline-13C6